Borneol-ON C12(C(C(C(CC1)C2(C)C)=O)O)C